7-(5-chloro-2-hydroxyphenyl)thieno[3,2-b]pyridine-3-carbonitrile ClC=1C=CC(=C(C1)C1=C2C(=NC=C1)C(=CS2)C#N)O